C(C)(C)(C)OC(=O)N1[C@H]2CN(C[C@@H]1CC2)C=2C1=C(N=C(N2)Cl)CN(CC1)C(=O)OCC1=CC=CC=C1 benzyl 4-((1R,5S)-8-(tert-butoxycarbonyl)-3,8-diazabicyclo[3.2.1]octan-3-yl)-2-chloro-5,8-dihydropyrido[3,4-d]pyrimidine-7(6H)-carboxylate